2-(3-Cyanophenyl)-3-[2-(difluoromethyl)-6-methyl-4-pyridyl]-N-(2-hydroxy-2-methyl-propyl)pyrazolo[1,5-a]pyrimidine-5-carboxamide C(#N)C=1C=C(C=CC1)C1=NN2C(N=C(C=C2)C(=O)NCC(C)(C)O)=C1C1=CC(=NC(=C1)C)C(F)F